bis(tridecyl) 3,3'-thiodipropionate S(CCC(=O)OCCCCCCCCCCCCC)CCC(=O)OCCCCCCCCCCCCC